4-(3-fluoro-4-formylphenyl)piperazine-1-carboxylic acid tert-butyl ester C(C)(C)(C)OC(=O)N1CCN(CC1)C1=CC(=C(C=C1)C=O)F